ClC=1C=CC=C2C(CCN(C12)C(C=C)=O)N1C(N(C2=NC(=NC=C2C1)NC1=CC=C(C=C1)N1CCN(CC1)C)C)=O 3-(8-chloro-1-prop-2-enoyl-3,4-dihydro-2H-quinolin-4-yl)-1-methyl-7-[4-(4-methylpiperazin-1-yl)anilino]-4H-pyrimido[4,5-d]pyrimidin-2-one